N3-(2,6-dimethylphenyl)-1-methyl-N6-(2-(piperidin-4-ylmethyl)-1,2,3,4-tetrahydroisoquinolin-7-yl)-1H-pyrazolo[3,4-d]pyrimidine-3,6-diamine hydrochloride Cl.CC1=C(C(=CC=C1)C)NC1=NN(C2=NC(=NC=C21)NC2=CC=C1CCN(CC1=C2)CC2CCNCC2)C